NC1=NC=NC2=CC=C(C=C12)C1=CC=C(S1)CNC1=NC=CC=C1C(=O)NCC1=C(C(=C(C=C1)F)F)F 2-({[5-(4-aminoquinazolin-6-yl)thiophen-2-yl]methyl}amino)-N-(2,3,4-trifluorobenzyl)pyridine-3-carboxamide